(R)-4-(4-((4'-chloro-[1,1'-biphenyl]-2-yl)(methoxy)methyl)piperidin-1-yl)benzoic acid ClC1=CC=C(C=C1)C1=C(C=CC=C1)[C@@H](C1CCN(CC1)C1=CC=C(C(=O)O)C=C1)OC